S(=O)(=O)(ON1C([C@@H](C1=O)NC(C(=O)C=1N=C(SC1)NC(=O)OC(C)(C)C)=O)(C)C)O (S)-3-(2-(2-((tert-butoxycarbonyl) amino)-thiazol-4-yl)-2-oxoacetamido)-2,2-dimethyl-4-oxoazetidin-1-yl hydrogen sulfate